OC1=C(C=CC(=C1)C(F)(F)F)C1=C(C=C(N=N1)N[C@H]1CN(CCC1)C1CCN(CC1)C(=O)N1CCC(CC1)O)C (R)-(3-((6-(2-Hydroxy-4-(trifluoromethyl)phenyl)-5-methylpyridazin-3-yl)amino)-[1,4'-bipiperidin]-1'-yl)(4-hydroxypiperidin-1-yl)methanone